5-(2-methyloxazol-5-yl)phenol CC=1OC(=CN1)C=1C=CC=C(C1)O